3-methyl-7-prop-2-ylbicyclo[2.2.2]oct-2-ene-5-carbaldehyde CC1=CC2CC(C1CC2C(C)C)C=O